FC1(CCN(CC1)S(=O)(=O)C=1C=NN2C1CN(CC2)C(=O)C=2NC1=CC=CC=C1C2)F 2-{3-[(4,4-difluoropiperidin-1-yl)sulfonyl]-4H,5H,6H,7H-pyrazolo[1,5-a]pyrazine-5-carbonyl}-1H-indole